C(C1=CC=CC=C1)NN(NCC1=CC=CC=C1)CC N,N-dibenzylaminoethylamine